N,N',N''-benzene-1,3,5-triyltris(2,2-dimethylpropanamide) C1(=CC(=CC(=C1)NC(C(C)(C)C)=O)NC(C(C)(C)C)=O)NC(C(C)(C)C)=O